ClC1=C(C=C(OCC(=O)NC23N(C(C(CC2)(CC3)C(=O)NCC3=NC=C(C=C3)C(F)(F)F)=O)CCO)C=C1)F 1-[2-(4-chloro-3-fluorophenoxy)acetamido]-2-(2-hydroxyethyl)-3-oxo-N-{[5-(trifluoromethyl)pyridin-2-yl]methyl}-2-azabicyclo[2.2.2]octane-4-carboxamide